C(C)(C)(C)OC(=O)C1=CC2=C(N=CS2)C(=C1)F 4-fluorobenzo[d]thiazole-6-carboxylic acid tert-butyl ester